NC1=CC(=C(C=C1OC)N1CCN(CC1)C[C@@H]1CN(CC1)C=1C=C2C(N(C(C2=CC1)=O)C1C(NC(CC1)=O)=O)=O)C=1C=NN(C1)C 5-((R)-3-((4-(4-amino-5-methoxy-2-(1-methyl-1H-pyrazol-4-yl)phenyl)piperazine-1-yl)methyl)pyrrolidin-1-yl)-2-(2,6-dioxopiperidin-3-yl)isoindoline-1,3-dione